BrC1=CC=2N(N=CC2S1)C1OCCCC1 5-bromo-1-tetrahydropyran-2-yl-thieno[3,2-c]pyrazole